OC1=NC=C(C=C1)C=1OC=C(N1)C(=O)O 2-(2-hydroxypyridin-5-yl)oxazole-4-carboxylic acid